2-bromo-9,10-bis(n-pentyloxy)anthracene BrC1=CC2=C(C3=CC=CC=C3C(=C2C=C1)OCCCCC)OCCCCC